5'-(4-formyl-3-hydroxyphenyl)-3,3''-dihydroxy-[1,1':3',1''-terphenyl]-4,4''-dicarboxaldehyde C(=O)C1=C(C=C(C=C1)C=1C=C(C=C(C1)C1=CC(=C(C=C1)C=O)O)C1=CC(=C(C=C1)C=O)O)O